5-(3,5-difluorophenoxy)-3-hydroxy-3,4-dimethyl-2,3-dihydrobenzo[d]isothiazole-1,1-dioxide FC=1C=C(OC=2C=CC3=C(C(NS3(=O)=O)(C)O)C2C)C=C(C1)F